3-(3,3-difluoropyrrolidin-1-yl)-4-((4-(5-(trifluoromethyl)-1,2,4-oxadiazol-3-yl)benzyl)amino)cyclobut-3-ene-1,2-dione FC1(CN(CC1)C=1C(C(C1NCC1=CC=C(C=C1)C1=NOC(=N1)C(F)(F)F)=O)=O)F